C(C)(C)(C)OC(=O)N1CCC2(CC1)C(C1=CC(=CC=C1C2)C2=C(C=CC=C2)C(C)C)=O 6-(2-isopropylphenyl)-1-oxo-1,3-dihydro-spiro[indene-2,4'-piperidine]-1'-carboxylic acid tert-butyl ester